cystine, sodium salt [Na+].C([C@@H](C(=O)[O-])N)SSC[C@@H](C(=O)[O-])N.[Na+]